C1(CCC1)C(C(=O)O)CS 2-cyclobutyl-3-sulfanyl-propionic acid